C[C@@H]1O[C@@H](CN(C1)C1=CC=C(C(=N1)C1=NC2=CC(=NC=C2C=C1)CNC(C1=CC(=C(C=C1)C)S(=O)(=O)C)=O)I)C N-((2-(6-((cis)-2,6-dimethylmorpholino)-3-iodopyridin-2-yl)-1,6-naphthyridin-7-yl)methyl)-4-methyl-3-(methylsulfonyl)benzamide